COC=1C(=NC=C(C1)NC=1OC(=CN1)C1=CC=C(C=C1)C(F)(F)F)C(=O)N(C)OCC1=CC=C(C=C1)OC 3-Methoxy-N-((4-methoxybenzyl)oxy)-N-methyl-5-((5-(4-(trifluoromethyl)phenyl)-oxazol-2-yl)amino)picolinamide